CN1CC[C@@]2(CCCC[C@H]12)C1=CC=C2C=NN(C2=C1)C 6-[(3aS,7aS)-1-methyl-3,4,5,6,7,7a-hexahydro-2H-indol-3a-yl]-1-methyl-indazole